NCC(=O)N1C(C=2N(CC1)C(=C(N2)C2=CC(=C(C=C2)F)F)OC2=CC=C(C=C2)F)(C)C 2-amino-1-(2-(3,4-difluorophenyl)-3-(4-fluorophenoxy)-8,8-dimethyl-5,6-dihydroimidazo[1,2-a]pyrazin-7(8H)-yl)ethan-1-one